11-(4-chloro-2,6-dimethylphenyl)-1,4-dioxa-9-azadispiro[4.2.4.2]tetradec-11-en-10-one ClC1=CC(=C(C(=C1)C)C=1C(NC2(CCC3(OCCO3)CC2)C1)=O)C